(4-isopropylcyclohexyl)methanol C(C)(C)C1CCC(CC1)CO